1-(3-hydroxybenzothiophene-2-yl)ethanone methyl-3-[[5-(cyclopropylcarbamoyl)-2,3-difluoro-phenyl]methoxy]-5-[(2,4-dimethoxyphenyl)methylamino]isothiazole-4-carboxylate COC(=O)C=1C(=NSC1NCC1=C(C=C(C=C1)OC)OC)OCC1=C(C(=CC(=C1)C(NC1CC1)=O)F)F.OC1=C(SC2=C1C=CC=C2)C(C)=O